decyl-methyl-(2-methylphenyl)silane Tert-butyl-6-((3-(hydroxymethyl)-7-methoxy-1,8-naphthyridin-4-yl)amino)-3,4-dihydroisoquinolin-2(1H)-carboxylate C(C)(C)(C)OC(=O)N1CC2=CC=C(C=C2CC1)NC1=C(C=NC2=NC(=CC=C12)OC)CO.C(CCCCCCCCC)[SiH](C1=C(C=CC=C1)C)C